C(#N)C(COC=1C=C(C=2N(C1)N=CC2C#N)C=2C=NC(=CC2)F)(C)C 6-(2-cyano-2-methylpropoxy)-4-(6-fluoropyridin-3-yl)pyrazolo[1,5-a]pyridine-3-carbonitrile